BrC=1C=C2C(=NC(=NC2=CC1)C)NCC=1N=NC(=CC1)C 6-bromo-2-methyl-N-((6-methylpyridazin-3-yl)methyl)quinazolin-4-amine